N1=C(C=CC=C1)CCSC[C@H]([C@@H](CSCCC1=NC=CC=C1)O)O (2S,3S)-1,4-Bis[2-(2-pyridyl)ethylsulfanyl]butan-2,3-diol